2-chloro-1-(2-chlorothiazole-5-yl)ethanone ClCC(=O)C1=CN=C(S1)Cl